6-[4-(4-fluoro-2-methoxy-phenyl)-3-(trifluoromethylsulfonyloxy)-6,7-dihydro-5H-cyclopenta[C]pyridin-1-yl]-3,4-dihydro-1H-isoquinoline-2-carboxylic acid tert-butyl ester C(C)(C)(C)OC(=O)N1CC2=CC=C(C=C2CC1)C1=NC(=C(C2=C1CCC2)C2=C(C=C(C=C2)F)OC)OS(=O)(=O)C(F)(F)F